tert-butyl 3-(4-bromo-1H-pyrazol-1-yl)azetidine-1-carboxylate BrC=1C=NN(C1)C1CN(C1)C(=O)OC(C)(C)C